NCCCOC=1C=C(C=CC1)NC=1C(=NC=C(N1)NC1CCOCC1)C(=O)N 3-((3-(3-aminopropoxy)phenyl)amino)-5-((tetrahydro-2H-pyran-4-yl)amino)pyrazine-2-carboxamide